triaminoborane benzyl-(chloro(phenoxy)phosphoryl)-L-alaninate C(C1=CC=CC=C1)N([C@@H](C)C(=O)O)P(=O)(OC1=CC=CC=C1)Cl.NB(N)N